tert-butyl 4-[1-[6-(dimethylamino)-5-(8-methylimidazo[1,2-a]pyridin-6-yl)-2-pyridyl]-4-piperidyl]piperazine-1-carboxylate CN(C1=C(C=CC(=N1)N1CCC(CC1)N1CCN(CC1)C(=O)OC(C)(C)C)C=1C=C(C=2N(C1)C=CN2)C)C